2-Bromo-4-(1,1-difluoroethyl)-6-(3-methoxytetrahydrofuran-3-yl)pyridine BrC1=NC(=CC(=C1)C(C)(F)F)C1(COCC1)OC